S1C=CC2=NC=C(C=C21)C(=O)N thieno[3,2-b]pyridine-6-carboxamide